(2-sulfamoyl-4-pyridyl)-5-(trifluoromethyl)-2-[8-(trifluoromethyl)-3,4-dihydro-1H-isoquinolin-2-yl]pyridine-3-carboxamide S(N)(=O)(=O)C1=NC=CC(=C1)C1=C(C(=NC=C1C(F)(F)F)N1CC2=C(C=CC=C2CC1)C(F)(F)F)C(=O)N